N1CCC(CC1)NC(OC(C)(C)C)=O tert-Butyl piperidin-4-ylcarbamate